N-((tetrahydrofuran-2-yl)methylacetamino)methyl-3,4-dihydro-1,8-naphthyridin-1(2H)-carboxamide O1C(CCC1)CN(C(=O)C)CNC(=O)N1CCCC2=CC=CN=C12